6-(Difluoromethyl)-N-(2-((1r,4r)-4-formylcyclohexyl)-2H-pyrazolo[3,4-c]pyridin-5-yl)pyridinecarboxamide FC(C1=CC=CC(=N1)C(=O)NC1=CC=2C(C=N1)=NN(C2)C2CCC(CC2)C=O)F